O(S(=O)(=O)O)N sulfoxyamine